(4aR,8aS)-6-[3-[4-[(6-Methyl-2-pyridyl)oxy]phenyl]azetidine-1-carbonyl]-4,4a,5,7,8,8a-hexahydropyrido[4,3-b][1,4]oxazin-3-one CC1=CC=CC(=N1)OC1=CC=C(C=C1)C1CN(C1)C(=O)N1C[C@@H]2[C@@H](OCC(N2)=O)CC1